N1(CCC1)C1=NC=C(C(=N1)OC)CN1N=CC(=C1)N 1-((2-(Azetidin-1-yl)-4-methoxypyrimidin-5-yl)methyl)-1H-pyrazol-4-amine